O=C1N(CCC(N1)=O)C1=CC(=C(CN2CCN(CC2)C2=CC=C(C(=O)NC=3C4=C(NN3)CN(C4)C([C@@H](C4=CC=CC=C4)OC)=O)C=C2)C=C1)F (R)-4-(4-(4-(2,4-dioxotetrahydropyrimidin-1(2H)-yl)-2-fluorobenzyl)piperazin-1-yl)-N-(5-(2-methoxy-2-phenylacetyl)-1,4,5,6-tetrahydropyrrolo[3,4-c]pyrazol-3-yl)benzamide